C(C1=CC=CC=C1)(=O)NC1(C(N(C2=CC=CC=C12)C)=O)CNC(C1=CC=CC=C1)=O N-((3-Benzamido-1-methyl-2-oxoindolin-3-yl)methyl)benzamide